cerium cyclohexyl formate C(=O)OC1CCCCC1.[Ce]